C(C)(C)(C)OC(NC1=CC(=CC=C1)C=1N=C(N(C1C1=CC(=NC=C1)N)COCC[Si](C)(C)C)SC)=O tert-Butyl(3-(5-(2-aminopyridin-4-yl)-2-(methylthio)-1-((2-(trimethylsilyl)ethoxy)methyl)-1H-imidazol-4-yl)phenyl)carbamate